N[C@@H](C(=O)O)COC (R)-2-AMINO-3-METHOXYLPROPANOIC ACID